1-(5,6-dichloro-1,3-dihydro-2H-isoindol-2-yl)-2-(1,3-thiazol-2-ylsulfanyl)ethanone ClC=1C=C2CN(CC2=CC1Cl)C(CSC=1SC=CN1)=O